trans-2-(1-acetyl-4-piperidinyl)-N-(6,8-dichloro-2,7-naphthyridin-3-yl)cyclopropanecarboxamide C(C)(=O)N1CCC(CC1)[C@H]1[C@@H](C1)C(=O)NC=1N=CC2=C(N=C(C=C2C1)Cl)Cl